C1(=CC=CC=C1)C1=C2C=3C(NC(C3C(=C1C1=CC=CC=C1)C2=O)=O)=O 5,6-diphenyl-4,7-methano-1H-isoindole-1,3,8(2H)-trione